(S)-N-(5-(tert-butyl)isoxazol-3-yl)-3-(1-(5-cyanopyridin-3-yl)pyrrolidin-3-yl)-4-methylbenzamide C(C)(C)(C)C1=CC(=NO1)NC(C1=CC(=C(C=C1)C)[C@H]1CN(CC1)C=1C=NC=C(C1)C#N)=O